tert-Butyl 4-((2-(1-hydroxyethyl)pyrimidin-4-yl)oxy)piperidine-1-carboxylate OC(C)C1=NC=CC(=N1)OC1CCN(CC1)C(=O)OC(C)(C)C